C1(CCC(CC1)N)N Cyclohexan-1,4-diamin